C(C(=C)C)(=O)OCCC[Si](C)(C)OC methacryloxypropyl-methoxydimethylsilane